2-iodo-N-(1-(tetrahydrofuran-3-yl)piperidin-4-yl)-1-(2,2,2-trifluoroethyl)-1H-indol-4-amine IC=1N(C=2C=CC=C(C2C1)NC1CCN(CC1)C1COCC1)CC(F)(F)F